(Z)-hexadec-13-en-11-yn-1-yl acetate C(C)(=O)OCCCCCCCCCCC#C\C=C/CC